C(#N)C1=CC=C(C=C1)C=1C=CC(=NC1)CNC(=O)C1=CC2=C(S(C3=C(C(N2)=O)C=CC=C3)(=O)=O)C=C1 N-((5-(4-cyanophenyl)pyridin-2-yl)methyl)-11-oxo-10,11-dihydrodibenzo[b,f][1,4]thiazepine-8-carboxamide 5,5-dioxide